6-(4-aminophenyl)-N-[2-(dimethylamino)ethyl]-3-methyl-1-(tetrahydropyran-2-yl)pyrazolo[3,4-d]pyrimidin-4-amine NC1=CC=C(C=C1)C1=NC(=C2C(=N1)N(N=C2C)C2OCCCC2)NCCN(C)C